(S)-2-(1-(6-fluoro-5-methoxypyridin-3-yl)ethyl)-7-((2-(methylamino)-1H-imidazol-1-yl)methyl)-3,4-dihydroisoquinolin-1(2H)-one FC1=C(C=C(C=N1)[C@H](C)N1C(C2=CC(=CC=C2CC1)CN1C(=NC=C1)NC)=O)OC